BrC=1C=C(C2=C(N(N=C2C1)C)C1=CC(=C(C(=O)NCC2(CC2)F)C(=C1)OC)OC(F)F)C#N 4-(6-bromo-4-cyano-2-methylindazol-3-yl)-2-(difluoromethoxy)-N-[(1-fluorocyclopropyl)methyl]-6-methoxybenzamide